FC(C1CC(NCC1)C(=O)O)(F)F 4-(trifluoromethyl)piperidine-2-carboxylic acid